FC(OC1=CC=C(C=C1)NC(N[C@@H]1CC[C@H](CC1)OC1=CC=C(C(=O)O)C=C1)=O)(F)F trans-4-{4-[3-(4-Trifluoromethoxy-phenyl)-ureido]-cyclohexyloxy}-benzoic acid